N1OCC2=CC=CC=C12 oxaindoline